[N-](S(=O)(=O)C(F)(F)F)S(=O)(=O)C(F)(F)F.C(CCCCC)N1CC=CC=C1 N-hexyl-pyridine bis(trifluoromethylsulfonyl)imide salt